N-[6-fluoro-4-methoxy-7-(oxan-4-yl)-[1,3]thiazolo[4,5-c]pyridin-2-yl]-2-oxa-7-azaspiro[4.4]nonane-7-carboxamide FC1=C(C2=C(C(=N1)OC)N=C(S2)NC(=O)N2CC1(CCOC1)CC2)C2CCOCC2